4-(3,3-dimethylpiperazin-1-yl)-N-(7-fluoro-2-methyl-2H-indazol-5-yl)-2,3-dihydro-1H-pyrrolo[2,3-b]pyridine-1-carboxamide diformate C(=O)O.C(=O)O.CC1(CN(CCN1)C1=C2C(=NC=C1)N(CC2)C(=O)NC2=CC1=CN(N=C1C(=C2)F)C)C